[Al].[Cu].[Ta].COCCO[C@H]1[C@@H](O[C@@H]([C@H]1O)CO)N1C=NC=2C(N)=NC=NC12 2'-O-(2-methoxyethyl)adenosine tantalum-copper aluminum